Methyl 3-(3-(3-fluoro-4-phenoxyphenoxy) azetidin-1-yl)-2-(1H-pyrrol-1-yl)benzoate FC=1C=C(OC2CN(C2)C=2C(=C(C(=O)OC)C=CC2)N2C=CC=C2)C=CC1OC1=CC=CC=C1